2-[3-(2-oxazolyl)propyl]-5-bromopyridine O1C(=NC=C1)CCCC1=NC=C(C=C1)Br